3-((3-(2-aminopyrimidin-5-yl)-5-morpholinophenyl)sulfonyl)-N-ethylazetidine NC1=NC=C(C=N1)C=1C=C(C=C(C1)N1CCOCC1)S(=O)(=O)C1CN(C1)CC